Cl.COC(=O)[C@H]1C=C[C@H](C1)N (1R,4S)-4-aminocyclopent-2-ene-1-carboxylic acid methyl ester, hydrochloride